N1C=NC2=C1C=CC(=C2)N 1H-benzo[d]imidazol-5-amine